[Na].ClC1=CC(=C(C=C1)C)OOC(C)=O 4-CHLORO-O-TOLYLOXYACETIC ACID, SODIUM SALT